N-(6-methyl-5-(2-(methylamino)pyrido[2,3-d]pyrimidin-6-yl)pyridin-3-yl)-2-(trifluoromethyl)isonicotinamide CC1=C(C=C(C=N1)NC(C1=CC(=NC=C1)C(F)(F)F)=O)C1=CC2=C(N=C(N=C2)NC)N=C1